1-bromo-3-[1-(trifluoromethylsulfonyl)cyclopropyl]Benzene Beta-gluconate O[C@]1([C@H](O)[C@@H](O)[C@H](O)[C@H](O1)CO)CO.BrC1=CC(=CC=C1)C1(CC1)S(=O)(=O)C(F)(F)F